FC1(CCC(CC1)C(NC(C(C=1C=NC(=CC1)OC)(F)F)=O)C=1OC2=C(N1)C=C(C=C2)CN2C(NC(C2)C(F)(F)F)=O)F N-((4,4-difluorocyclohexyl)(5-((2-oxo-4-(trifluoromethyl)imidazolidin-1-yl)methyl)benzo[d]oxazol-2-yl)methyl)-2,2-difluoro-2-(6-methoxypyridin-3-yl)acetamide